1-(3-(dimethylamino)propyl)-2-methyl-1,5,6,7,8,9-hexahydrocyclohepta[b]pyrrolo[3,2-e]pyridin-4-amine CN(CCCN1C(=CC=2C(=C3C(=NC21)CCCCC3)N)C)C